N-[8-fluoro-2-methyl-5-(5-methylfuran-2-yl)-[1,2,4]triazolo[1,5-c]pyrimidin-7-yl]cyclopropanecarboxamide FC=1C=2N(C(=NC1NC(=O)C1CC1)C=1OC(=CC1)C)N=C(N2)C